5-((3,6-diazabicyclo[3.1.1]heptane-6-yl)methyl)-2-(2,6-dioxopiperidin-3-yl)isoindoline C12CNCC(N1CC=1C=C3CN(CC3=CC1)C1C(NC(CC1)=O)=O)C2